C1(CCC1)C1CC2(C1)NC(N(C2=O)CC2C(N(CC2)C)=O)=O 2-cyclobutyl-7-[(1-methyl-2-oxopyrrolidin-3-yl)methyl]-5,7-diazaspiro[3.4]octane-6,8-dione